1-methyl-imidazole-2-carboxamide trifluoroacetate salt FC(C(=O)O)(F)F.CN1C(=NC=C1)C(=O)N